3-(2-chlorophenyl-thio)propionic acid ClC1=C(C=CC=C1)SCCC(=O)O